tert-butyl 3-(5-chloro-2-(4,4-difluoroazepan-1-yl)-4-(trifluoromethyl)benzamido)piperidine-1-carboxylate ClC=1C(=CC(=C(C(=O)NC2CN(CCC2)C(=O)OC(C)(C)C)C1)N1CCC(CCC1)(F)F)C(F)(F)F